FC(CCCCCCCCCCCCCCCCOC1OCCCC1)(F)F 2-(17,17,17-trifluoroheptadecoxy)tetrahydropyran